S(SC1=CC=C(C=C1)CN)C1=CC=C(C=C1)CN (disulfanediylbis(4,1-phenylene))dimethanamine